2-((4-((R)-2-(4-chloro-2-fluorophenyl)-2H-chromen-8-yl)piperidin-1-yl)methyl)-3-(((S)-oxabutane-2-yl)methyl)-3H-imidazo[4,5-b]pyridine-5-carboxylic acid ClC1=CC(=C(C=C1)[C@@H]1OC2=C(C=CC=C2C=C1)C1CCN(CC1)CC1=NC=2C(=NC(=CC2)C(=O)O)N1C[C@@H](O)CC)F